CC1=NN2C(N=CC3=C2C(CN3)(C(F)(F)F)C)=C1[N+](=O)[O-] 2,8-dimethyl-3-nitro-8-(trifluoromethyl)-7,8-dihydro-6H-pyrazolo[1,5-a]pyrrolo[2,3-e]pyrimidine